(3S)-N-[(1S)-1-cyano-2-[4-(3-methyl-2-oxo-1,3-benzoxazol-5-yl)phenyl]ethyl]-3-hydroxypyrrolidine-3-carboxamide C(#N)[C@H](CC1=CC=C(C=C1)C=1C=CC2=C(N(C(O2)=O)C)C1)NC(=O)[C@]1(CNCC1)O